(5'S,7a'R)-1-(5,6-dihydrofuro[2,3-d]pyrimidin-4-yl)-5'-phenyltetrahydro-3'H-spiro[piperidine-4,2'-pyrrolo[2,1-b][1,3]oxazol]-3'-one N1=CN=C(C2=C1OCC2)N2CCC1(C(N3[C@H](O1)CC[C@H]3C3=CC=CC=C3)=O)CC2